CC(C)(C)NC[C@@H](COC1=NSN=C1N2CCOCC2)O.C(=C\\C(=O)O)\\C(=O)O The molecule is the maleic acid salt of the active (S)-enantiomer of timolol, comprising equimolar amounts of (S)-timolol and maleic acid. It has a role as an antihypertensive agent, an anti-arrhythmia drug, a beta-adrenergic antagonist and an antiglaucoma drug. It contains a (S)-timolol (anhydrous).